CC1(N(CC1)CC1=C(CNC2=CC(=C(C(=C2)F)S(=O)(=O)NC=2N=CSC2)F)C(=CC=C1)F)C 4-((2-((2,2-dimethylazetidin-1-yl)methyl)-6-fluorobenzyl)amino)-2,6-difluoro-N-(thiazol-4-yl)benzenesulfonamide